FC(C(=O)O)(F)F.N1(CCNCC1)C=O (piperazin-1-yl)methanone trifluoroacetate salt